ClC1=CC(=C(OCCN2C(=NC=3C=C(C=C(C3C2=O)C#N)C(F)(F)F)C)C=C1)C1=C2C(=NC=C1)C(=CS2)O 3-(2-(4-chloro-2-(3-hydroxythieno[3,2-b]pyridin-7-yl)phenoxy)ethyl)-2-methyl-4-oxo-7-(trifluoromethyl)-3,4-dihydroquinazoline-5-carbonitrile